N-(4-(2-((2-aminoethyl)amino)-8-isopropylpyrido[3,2-d]pyrimidin-6-yl)-2-fluorophenyl)-1-phenylmethane-sulfonamide NCCNC=1N=CC2=C(N1)C(=CC(=N2)C2=CC(=C(C=C2)NS(=O)(=O)CC2=CC=CC=C2)F)C(C)C